2-((3-(2-methyl-3-phenylanilino)-1-methylpyrazolo[4,5-b]pyridin-6-ylidene)amino)-propionic acid CC1=C(NC=2NN(C=3C2N=CC(C3)=NC(C(=O)O)C)C)C=CC=C1C1=CC=CC=C1